CC1=CC(=CC(=N1)C1=NC2=CC=CC=C2C(N1)=O)C(F)(F)F [6-methyl-4-(trifluoromethyl)pyridin-2-yl]-4-oxo-3,4-dihydroquinazolin